ClC=1C=2C(N=C3N(C2C=CC1)C1=CC=C(C=C1C31CCCCC1)CC1CCN(CC1)CCCN1CCC(CC1)CC1=CC=C(C=C1)C1C(NC(CC1)=O)=O)=O 3-(4-((1-(3-(4-((4'-chloro-5'-oxo-5'H-spiro[cyclohexane-1,7'-indolo[1,2-a]quinazolin]-9'-yl)methyl)piperidin-1-yl)propyl)piperidin-4-yl)methyl)phenyl)piperidine-2,6-dione